1-(5-nitro-3-pyridin-2-yl-3,4-dihydro-2H-1,4-benzoxazin-3-yl)methanamine [N+](=O)([O-])C1=CC=CC2=C1NC(CO2)(C2=NC=CC=C2)CN